[Si](C1=CC=CC=C1)(C1=CC=CC=C1)(C(C)(C)C)OCCC1=NC=C(C=N1)N 2-(2-((tert-butyldiphenylsilyl)oxy)ethyl)pyrimidin-5-amine